CC1(CC(N(CC1)CC=1N(C=2C(=C3CC[C@@H](N(C3=CC2)C(=O)OC)C)N1)C1CCCCC1)=O)C (1R,3R)-3-((S)-2-((4,4-Dimethyl-2-oxopiperidin-1-yl)methyl)-6-(methoxycarbonyl)-7-methyl-6,7,8,9-tetrahydro-3H-imidazo[4,5-f]chinolin-3-yl)cyclohexan